1-(6-cyclopropylimidazo[1,2-a]pyridin-2-yl)-2-diazoethan-1-one C1(CC1)C=1C=CC=2N(C1)C=C(N2)C(C=[N+]=[N-])=O